C1(CC1)CSC1=NC(=C(C(=N1)O)[N+](=O)[O-])O ((cyclopropylmethyl)thio)-5-nitropyrimidine-4,6-diol